2-(2-methacryloyloxyethyl-oxy)ethylisocyanate C(C(=C)C)(=O)OCCOCCN=C=O